5,7-heptanediol diacrylate C(C=C)(=O)OC(CCCC)CCOC(C=C)=O